3-((3R,5S)-3-((5-(4-acetylpyridin-2-yl)-1H-pyrrolo[2,3-b]pyridin-4-yl)amino)-5-methylpiperidin-1-yl)-3-oxopropanenitrile C(C)(=O)C1=CC(=NC=C1)C=1C(=C2C(=NC1)NC=C2)N[C@H]2CN(C[C@H](C2)C)C(CC#N)=O